Cl.NCC#CC=1C=C(C=CC1)NC(CCCCCCCCCC(=O)O)=O 11-((3-(3-aminoprop-1-yn-1-yl)phenyl)amino)-11-oxoundecanoic acid hydrochloride